C(C)OC(=O)C=1N=COC1C1=CC2=CC=CC=C2C=C1 5-(2-naphthyl)oxazole-4-carboxylic acid ethyl ester